(S)-N-(1-(5-(naphthalen-2-yl)-1H-imidazol-2-yl)-5-(2-(trifluoromethoxy)benzamido)pentyl)thiazole-5-carboxamide C1=C(C=CC2=CC=CC=C12)C1=CN=C(N1)[C@H](CCCCNC(C1=C(C=CC=C1)OC(F)(F)F)=O)NC(=O)C1=CN=CS1